NC=1C(=C(C(=C(C1C1=CC(=CC=C1)OC)O)OC)C)OC 6-amino-3,3',5-trimethoxy-4-methyl-(1,1'-biphenyl)-2-ol